N-((4,6-dimethyl-2-oxo-1,2-dihydropyridin-3-yl)methyl)-5-(ethyl(tetrahydro-2H-pyran-4-yl)amino)-3'-(N-ethyl-2,4-dihydroxy-5-isopropylbenzamido)-4-methyl-[1,1'-biphenyl]-3-carboxamide CC1=C(C(NC(=C1)C)=O)CNC(=O)C=1C=C(C=C(C1C)N(C1CCOCC1)CC)C1=CC(=CC=C1)N(C(C1=C(C=C(C(=C1)C(C)C)O)O)=O)CC